3-bromo-5-[2-(2-methoxyethoxy)ethoxy]pyridine BrC=1C=NC=C(C1)OCCOCCOC